FC(C(=O)O)(F)F.O=C1C(=CC2(CN(C2)C=2C=NC=NC2)CC1)C#N 7-oxo-2-(pyrimidin-5-yl)-2-azaspiro[3.5]non-5-ene-6-carbonitrile trifluoroacetate